C(C)C1=CC=CC2=C(C3=C(C=CC=C3C(=C12)C(=O)OCCCCCCCC)CC)C(=O)OCCCCCCCC 1,5-diethyl-9,10-bis(n-octyloxycarbonyl)anthracene